NC1(CN(CCN(C1)C)C)C 6-amino-1,4,6-trimethyl-1,4-diazepane